ClC=1C=C(C=CC1F)NC1=NC=NC2=CC(=C(C=C12)NC(C=C)=O)OCCCN1CCN(CC1)CCCCSC1=C2CN(C(C2=CC=C1)=O)C1C(NC(CC1)=O)=O N-(4-((3-chloro-4-fluorophenyl)amino)-7-(3-(4-(4-((2-(2,6-dioxopiperidin-3-yl)-1-oxoisoindolin-4-yl)thio)butyl)piperazin-1-yl)propoxy)quinazolin-6-yl)acrylamide